C1(CC1)C=1C=C(C(=NC1)C1=NN=C(C2=CC=CC=C12)N[C@H]1CN(CCC1)C)OCOC 4-[5-cyclopropyl-3-(methoxymethoxy)-2-pyridinyl]-N-[(3R)-1-methyl-3-piperidinyl]phthalazin-1-amine